N1=C(C=CC=C1)CN(CCCCN1C(C2=CC=CC=C2C1=O)=O)C=1C=CC=C2C=CC=NC12 2-(4-((pyridin-2-ylmethyl)(quinolin-8-yl)amino)butyl)isoindoline-1,3-dione